6-(3-(hydroxymethyl)pyrrolidin-1-yl)-4-methylpyridine-3-carbonitrile OCC1CN(CC1)C1=CC(=C(C=N1)C#N)C